1-hydroxyphenyl-benzotriazole hydrate O.OC1(CC=CC=C1)C1=CC=CC=2NN=NC21